C1=CC(=CC(=C1)OCC(CN)O)C(=O)C2=C(N(N=C2)C3=CC=C(C=C3)F)N The molecule is a racemic analogue of Ro 320-1195, where the terminal hydroxy group is replaced by an amino group. It is a benzoylpyrazole, an organofluorine compound and a primary amino compound. It derives from a Ro 320-1195.